3-[4-(piperidin-4-yl)-2H-1,2,3-triazol-2-yl]pyridine N1CCC(CC1)C1=NN(N=C1)C=1C=NC=CC1